FC(N1N=C(C=C1)NC(=O)C=1N=C(C=2N(C1)C=C(N2)C2CCOCC2)OC)F N-[1-(difluoromethyl)pyrazol-3-yl]-8-methoxy-2-tetrahydropyran-4-yl-imidazo[1,2-a]pyrazine-6-carboxamide